4-methoxy-3-(2-(trimethylsilyl)ethoxy)methyl-3H-thieno[3',2':3,4]benzo[1,2-d]imidazole-7-carboxylic acid COC1=CC2=C(C3=C1N(C=N3)COCC[Si](C)(C)C)C=C(S2)C(=O)O